BrC1=CC(=C(O[C@H](C(=O)O)C)C=C1F)C=C(F)F (2S)-2-[4-bromo-2-(2,2-difluorovinyl)-5-fluorophenoxy]propionic acid